C1(CC1)NC(C1=CC=C(C=C1)C=1N=CC=2N(C1)C(=CN2)C2=CC=C(C=C2)O)=O N-cyclopropyl-4-[3-(4-hydroxyphenyl)imidazo[1,2-a]pyrazin-6-yl]benzamide